4-{4-[6-(2-methoxyethyl)-1,3-benzooxazol-2-yl]piperidin-1-yl}-1-methyl-2-oxo-1,2-dihydroquinoline-3-carboxamide COCCC1=CC2=C(N=C(O2)C2CCN(CC2)C2=C(C(N(C3=CC=CC=C23)C)=O)C(=O)N)C=C1